C(C1=CC=CC=C1)S(=O)(=O)[O-] benzylsulfonate